1-(4-(3-(Difluoromethyl)-5-fluorobenzyl)pyridin-2-yl)-N-methyl-1H-pyrazol-3-carboxamid FC(C=1C=C(CC2=CC(=NC=C2)N2N=C(C=C2)C(=O)NC)C=C(C1)F)F